4-(3-bromophenyl)-3-azatricyclo[6.2.1.0*2,7*]undeca-2(7),3,5-triene BrC=1C=C(C=CC1)C1=NC=2C3CCC(C2C=C1)C3